(cyclohexylamino)-2-hydroxy-1-propanesulfonic acid C1(CCCCC1)NC(C(C)O)S(=O)(=O)O